benzyl 4-(4-(2,4-dioxo-3-((2-(trimethylsilyl)ethoxy)methyl)tetrahydropyrimidin-1(2H)-yl)-6-fluoro-1H-indol-1-yl)piperidine-1-carboxylate O=C1N(CCC(N1COCC[Si](C)(C)C)=O)C1=C2C=CN(C2=CC(=C1)F)C1CCN(CC1)C(=O)OCC1=CC=CC=C1